4-methoxy-6-[(E)-2-(4-methoxyphenyl)vinyl]-2H-pyran-2-one COC1=CC(OC(=C1)\C=C\C1=CC=C(C=C1)OC)=O